FC(OC1=CC=C(C=C1)C1=CC=CC=C1)(F)F 4'-(trifluoromethoxy)[1,1'-biphenyl]